COC(CNC=1C=C(C=CC1[N+](=O)[O-])C=1C=C(C(N(C1)C)=O)C)C 5-[3-(2-methoxypropylamino)-4-nitro-phenyl]-1,3-dimethylpyridin-2-one